4-Nitrophenyl-methanol [N+](=O)([O-])C1=CC=C(C=C1)CO